ClC=1C=C(C=CC1)NC(N(C)[C@@H](C)C1=CNC(C2=CC(=C(C=C12)F)F)=O)=O (S)-3-(3-chlorophenyl)-1-(1-(6,7-difluoro-1-oxo-1,2-dihydroisoquinolin-4-yl)ethyl)-1-methyl-urea